1-(sec-Butyl)-3-(5-(2-fluoro-5-((4-oxo-3,4-dihydrophthalazin-1-yl)methyl)phenyl)-1H-benzoimidazol-2-yl)urea C(C)(CC)NC(=O)NC1=NC2=C(N1)C=CC(=C2)C2=C(C=CC(=C2)CC2=NNC(C1=CC=CC=C21)=O)F